2-cyclobutyl-3-(pyridin-4-yl)pyrimido[4,5-b][1,5]naphthyridine-4,5(3H,10H)-dione C1(CCC1)C=1N(C(C2=C(NC3=CC=CN=C3C2=O)N1)=O)C1=CC=NC=C1